FC1=C2C(C=COC2=C(C=C1CO)C)=O 5-fluoro-6-(hydroxymethyl)-8-methyl-chromen-4-one